(4-(2-(4-(5-(difluoromethyl)-1,3,4-oxadiazol-2-yl)benzyl)-2H-tetrazol-5-yl)phenyl)methylamine FC(C1=NN=C(O1)C1=CC=C(CN2N=C(N=N2)C2=CC=C(C=C2)CN)C=C1)F